5-(3-(Dimethylamino)propyl)-8-(6-methoxypyridin-3-yl)-1-(4-(piperazin-1-yl)-3-(trifluoromethyl)phenyl)-1,5-dihydro-4H-[1,2,3]triazolo[4,5-c]quinolin-4-one CN(CCCN1C(C2=C(C=3C=C(C=CC13)C=1C=NC(=CC1)OC)N(N=N2)C2=CC(=C(C=C2)N2CCNCC2)C(F)(F)F)=O)C